(1S,2R)-2-((S)-5-Bromo-8-(((S)-1-(5-methylpyridazin-3-yl)pyrrolidin-3-yl)oxy)-1-((1-oxoisoindolin-2-yl)methyl)-1,2,3,4-tetrahydroisochinolin-2-carbonyl)cyclohexan BrC1=C2CCN([C@@H](C2=C(C=C1)O[C@@H]1CN(CC1)C=1N=NC=C(C1)C)CN1C(C2=CC=CC=C2C1)=O)C(=O)C1CCCCC1